C(=O)C1CC(C1)OC1CCN(CC1)C(=O)[O-] 4-(3-Formylcyclobutoxy)piperidine-1-carboxylate